FC(C(CI)(F)F)(F)F 1,1,1,2,2-pentafluoro-3-iodopropane